N-(2-(2-butyl-2,3-dihydrobenzo[f][1,4]oxazepine-4(5H)-yl)ethyl)-3-(2-ethyl-1H-imidazol-1-yl)propanamide C(CCC)C1OC2=C(CN(C1)CCNC(CCN1C(=NC=C1)CC)=O)C=CC=C2